titanium rhenium oxide [Re]=O.[Ti]